6-[6-chloro-4-(cis-3-hydroxy-2,3,3a,4,6,6a-hexahydrofuro[2,3-c]pyrrol-5-yl)-8-(methylamino)-9H-pyrido[2,3-b]indol-3-yl]-1-methyl-4-oxo-1,8-naphthyridine-3-carboxylic acid ClC=1C=C2C3=C(NC2=C(C1)NC)N=CC(=C3N3CC1C(C3)C(CO1)O)C=1C=C3C(C(=CN(C3=NC1)C)C(=O)O)=O